C(CCC)C=1N(C2=C(C(=NC=3C=CC=CC23)N)N1)CC1=CC=C(C=C1)CNCCCCCCC 2-butyl-1-(4-((heptylamino)methyl)benzyl)-1H-imidazo[4,5-c]quinolin-4-amine